9-(4-((1-(3,3-difluoropropyl)pyrrolidin-3-yl)methyl)phenyl)-8-(2-(trifluoromethyl)phenyl)-6,7-dihydro-5H-benzo[7]annulene-3-carboxylic acid FC(CCN1CC(CC1)CC1=CC=C(C=C1)C1=C(CCCC2=C1C=CC(=C2)C(=O)O)C2=C(C=CC=C2)C(F)(F)F)F